4-Amino-6-((3-bromophenyl)amino)-N-(1,2,3,4-tetrahydronaphthalen-2-yl)-1,3,5-triazine-2-carboxamide NC1=NC(=NC(=N1)NC1=CC(=CC=C1)Br)C(=O)NC1CC2=CC=CC=C2CC1